8-acetyl-6'-methyl-2'-(4-((4-(methylsulfonyl)piperidin-1-yl)methyl)phenyl)-1'-phenyl-3',6'-dihydro-7'H-8-azaspiro[bicyclo[3.2.1]octane-3,8'-dipyrrolo[2,3-b:3',2'-d]pyridin]-7'-one C(C)(=O)N1C2CC3(C(N(C=4C3=C3C(=NC4)NC(=C3C3=CC=CC=C3)C3=CC=C(C=C3)CN3CCC(CC3)S(=O)(=O)C)C)=O)CC1CC2